FC(C=1N=C(N2N=C(N=CC21)N[C@H]2[C@@H](CN(CC2)C(=O)OC(C)(C)C)F)CC(C)C)F tert-butyl (3R,4R)-4-{[5-(difluoromethyl)-7-(2-methylpropyl)imidazo[4,3-f][1,2,4]triazin-2-yl]amino}-3-fluoropiperidine-1-carboxylate